1-(3,3-dimethyl-2,3-dihydro-1H-inden-5-yl)ethan-1-ol CC1(CCC2=CC=C(C=C12)C(C)O)C